(2S,11aS)-7-Fluoro-6-isopropoxy-8-methyl-2-((2-oxo-1,2,3,4-tetrahydro-1,6-naphthyridin-7-yl)oxy)-1,2,3,10,11,11a-hexahydro-5H-benzo[e]pyrrolo[1,2-a]azepin-5-one FC1=C(C2=C(CC[C@@H]3N(C2=O)C[C@H](C3)OC3=NC=C2CCC(NC2=C3)=O)C=C1C)OC(C)C